9-cyclohexyl-tetracyclo[6.2.1.13,6.02,7]Dodec-4-ene C1(CCCCC1)C1C2C3C4C=CC(C3C(C1)C2)C4